N-[[6-[3-(4-amino-1-isopropyl-pyrazolo[3,4-d]pyrimidin-3-yl)-5-cyclopropyl-isoxazol-4-yl]-3-pyridyl]methyl]-10-[4-[4-[(2,6-dioxo-3-piperidyl)oxy]phenyl]-1-piperidyl]decanamide NC1=C2C(=NC=N1)N(N=C2C2=NOC(=C2C2=CC=C(C=N2)CNC(CCCCCCCCCN2CCC(CC2)C2=CC=C(C=C2)OC2C(NC(CC2)=O)=O)=O)C2CC2)C(C)C